O=C1N(CCC(N1)=O)N1C(C2=CC=C(C=C2C1=O)CN1CCC(=CC1)C=1N=CC2=C(N1)SC=C2)=O 2-(2,4-Dioxotetrahydropyrimidin-1(2H)-yl)-5-((4-(thieno[2,3-d]pyrimidin-2-yl)-3,6-dihydropyridin-1(2H)-yl)methyl)isoindoline-1,3-dione